The molecule is a dihydroxy monocarboxylic acid comprising valeric acid having two hydroxy groups at the 3- and 5-positions together with a methyl group at the 3-position. It has a role as a metabolite. It derives from a valeric acid. It is a conjugate acid of a mevalonate. CC(CCO)(CC(=O)O)O